benzo[rst]dinaphtho[2,1,8,7-defg:2',1',8',7'-ijkl]pentaphene C1=CC=C2C=3C=4C5=C(C6=C7C=8C9=C(C=CC=C9C9=C7C5=C(C13)C=C9)C=CC8C=C6)C=CC4C=C2